C(C1=CC=CC=C1)N1C(C=2C=C(C(=NC2C=C1)NC(=O)OC(C)(C)C)C(=O)O)=O 6-benzyl-2-((tert-butoxycarbonyl)amino)-5-oxo-5,6-dihydro-1,6-naphthyridine-3-carboxylic acid